(2S,3S,4S,5R,6S)-3,4,5-trihydroxy-6-{2-methyl-8-[4-(trifluoromethyl)phenyl]-2H,8H-pyrazolo[3,4-b]indole-5-carbonyloxy}oxane-2-carboxylic acid O[C@@H]1[C@H](O[C@H]([C@@H]([C@H]1O)O)OC(=O)C=1C=C2C=3C(N(C2=CC1)C1=CC=C(C=C1)C(F)(F)F)=NN(C3)C)C(=O)O